CNC(=O)C1=NN(C(=C1)C(=O)NC1=CN=NC=C1)[C@@H](C)C1=CC=CC=C1 (S)-N3-methyl-1-(1-phenylethyl)-N5-(pyridazin-4-yl)-1H-pyrazole-3,5-dicarboxamide